O=C(CCCCCCC\C=C/CCCCCCCC)OCC(COC(CCCCCCC\C=C/CCCCCCCC)=O)OC(CCCCCCC\C=C/CCCCCCCC)=O 13Cis-triolein